trans-1,4-diisocyanatocyclohexane N(=C=O)[C@@H]1CC[C@H](CC1)N=C=O